(1R,3S,5S)-1-(1-methoxyethyl)-3-methyl-N-(4-(1-methyl-1H-1,2,4-triazol-3-yl)-5-(trifluoromethyl)pyridin-2-yl)-6-azabicyclo[3.1.1]heptane-6-carboxamide COC(C)[C@]12C[C@H](C[C@H](N1C(=O)NC1=NC=C(C(=C1)C1=NN(C=N1)C)C(F)(F)F)C2)C